FC1=CC=C2C=CC(=NC2=C1)C=1C=NNC1 7-fluoro-2-(1H-pyrazol-4-yl)quinoline